C1=CC(=NC2=CC=C3N=CC=CC3=C12)B(O)O (4,7-phenanthrolin-3-yl)boronic acid